tert-butyl N-[(1S)-1-[(2S,4R)-4-hydroxy-2-[[4-(2-methylpyrazol-3-yl)phenyl]methylcarbamoyl]pyrrolidine-1-carbonyl]-2,2-dimethyl-propyl]carbamate O[C@@H]1C[C@H](N(C1)C(=O)[C@H](C(C)(C)C)NC(OC(C)(C)C)=O)C(NCC1=CC=C(C=C1)C=1N(N=CC1)C)=O